(6-amino-4-chloropyridin-3-yl)-[rac-(7R,9aR)-7-(3-chloro-4-fluorophenyl)-1,3,4,6,7,8,9,9a-octahydropyrido[1,2-a]pyrazin-2-yl]methanone NC1=CC(=C(C=N1)C(=O)N1C[C@@H]2N(CC1)C[C@H](CC2)C2=CC(=C(C=C2)F)Cl)Cl |r|